N[C@H](C(=O)N[C@@H]1C[C@@](NCC1)(C(=O)O)CCCCB(O)O)[C@H](CC)C (2r,4s)-4-[[(2s,3s)-2-amino-3-methyl-pentanoyl]amino]-2-(4-dihydroxyboryl-butyl)piperidine-2-carboxylic acid